6-methoxy-4-methylpyridine-3-sulfonamide COC1=CC(=C(C=N1)S(=O)(=O)N)C